ClC=1C=C(C=CC1C)C=1N=C(NC1)C1N(CCCC1)C(C(C)SC)=O 1-(2-(4-(3-chloro-4-methylphenyl)-1H-imidazol-2-yl)piperidin-1-yl)-2-(methylsulfanyl)propan-1-one